N-(1-(2,6-dimethoxyphenyl)-2-(6-ethoxypyridin-2-yl)-1H-imidazo[4,5-b]pyrazin-6-yl)methanesulfonamide potassium salt [K].COC1=C(C(=CC=C1)OC)N1C(=NC=2C1=NC(=CN2)NS(=O)(=O)C)C2=NC(=CC=C2)OCC